C(CCCCCCCCC[N+]12CCN(CC1)CC2)[N+]21CCN(CC2)CC1 1,1'-(decan-1,10-diyl)bis[4-aza-1-azoniabicyclo[2.2.2]octane]